7-Isopropoxy-2-(4-methyl-2-oxabicyclo[2.2.2]octan-1-yl)imidazo[1,2-a]pyrimidine-6-carboxylic acid C(C)(C)OC1=NC=2N(C=C1C(=O)O)C=C(N2)C21OCC(CC2)(CC1)C